4,4,5,5-tetramethyl-2-(5,7,8-trifluoro-3-(methoxymethoxy)naphthalen-1-yl)-1,3,2-dioxaborolane CC1(OB(OC1(C)C)C1=CC(=CC2=C(C=C(C(=C12)F)F)F)OCOC)C